CSC1=NC(=NC=C1)C1=CN=C2N1C=C(N=C2)C2=NNC=C2 3-(4-(methylthio)pyrimidin-2-yl)-6-(1H-pyrazol-3-yl)imidazo[1,2-a]pyrazine